(2-hydroxyphenyl)boranediol OC1=C(C=CC=C1)B(O)O